N1(CCOCC1)C(=O)[C@H]1CC12CCN(CC2)C(=O)OC(C(F)(F)F)C(F)(F)F 1,1,1,3,3,3-hexafluoropropan-2-yl (S)-1-(morpholine-4-carbonyl)-6-azaspiro[2.5]octane-6-carboxylate